F[C@H]([C@@](C)(F)C=1C=C(C=CC1)N1C(C2=CC(=CC(=C2C1)C(F)(F)F)CN1CC(C1)(C)F)=O)C1=NN=CN1C 2-(3-((1s,2s)-1,2-difluoro-1-(4-methyl-4H-1,2,4-triazol-3-yl)propan-2-yl)phenyl)-6-((3-fluoro-3-methylazetidin-1-yl)methyl)-4-(trifluoromethyl)isoindolin-1-one